(S)-1-(4-cyanopyridin-3-yl)-3-methoxy-N-(6-(5-methyl-6,7-dihydro-5H-pyrrolo[2,1-c][1,2,4]triazol-3-yl)pyridin-2-yl)-1H-pyrazole-4-carboxamide C(#N)C1=C(C=NC=C1)N1N=C(C(=C1)C(=O)NC1=NC(=CC=C1)C=1N2C(=NN1)CC[C@@H]2C)OC